5-bromo-2-propyl-2H-indazole BrC1=CC2=CN(N=C2C=C1)CCC